5-(2-(ethylamino)pyrimidin-4-yl)-4-methylthiazol-2-amine C(C)NC1=NC=CC(=N1)C1=C(N=C(S1)N)C